5-(4-methoxy-2-phenylpyrimidin-5-yl)isoxazole COC1=NC(=NC=C1C1=CC=NO1)C1=CC=CC=C1